N-((R)-1-(4-(8-chloroimidazo[1,2-a]pyrazin-6-yl)-5-methoxypyridin-2-yl)ethyl)-N-ethyl-2-methylpropane-2-sulfinamide ClC=1C=2N(C=C(N1)C1=CC(=NC=C1OC)[C@@H](C)N(S(=O)C(C)(C)C)CC)C=CN2